1-(4-(2-((tert-butyldimethylsilyl)oxy)ethoxy)-2-chloropyridin-3-yl)-4,7-diChloro-6-fluoropyrido[2,3-d]Pyrimidine-2(1H)-one [Si](C)(C)(C(C)(C)C)OCCOC1=C(C(=NC=C1)Cl)N1C(N=C(C2=C1N=C(C(=C2)F)Cl)Cl)=O